P(=O)(=O)SC(CCCCC)O phosphothiohexanol